(2-amino-3-(3-(4-((((tetrahydro-2H-pyran-4-yl)methyl)amino)methyl)benzyl)isoxazol-5-yl)pyridin-1-ium-1-yl)methyl hydrogen phosphate P(=O)(OC[N+]1=C(C(=CC=C1)C1=CC(=NO1)CC1=CC=C(C=C1)CNCC1CCOCC1)N)(O)[O-]